linalool boron [B].C=CC(O)(C)CCC=C(C)C